N'-cyclopropylcyclopropane-1,1-dicarboxamide C1(CC1)NC(=O)C1(CC1)C(=O)N